(1S,2S,3R)-N-[8-amino-6-(4-methylpyridin-3-yl)-2,7-naphthyridin-3-yl]-2-(cyanomethyl)-3-methylcyclopropane-1-carboxamide NC=1N=C(C=C2C=C(N=CC12)NC(=O)[C@@H]1[C@H]([C@H]1C)CC#N)C=1C=NC=CC1C